(S)-ethyl 2-(2-(6-(3-(1-aminoethyl)phenoxy)hexyloxy)ethoxy)acetate hydrochloride Cl.N[C@@H](C)C=1C=C(OCCCCCCOCCOCC(=O)OCC)C=CC1